C(#N)C=1C=C2CN(CC2=CC1)C=1OC2=C(C=C(C=C2C(C1C)=O)F)C(C)NC1=C(C(=O)O)C=CC=C1 2-[1-[2-(5-Cyanoisoindolin-2-yl)-6-fluoro-3-methyl-4-oxo-chromen-8-yl]ethylamino]benzoic acid